C[Si]C Dimethyl-silicon